Bis(5-hydroxy pentyl) terephthalate C(C1=CC=C(C(=O)OCCCCCO)C=C1)(=O)OCCCCCO